Tert-butyl (5-(1,5-dimethyl-1H-pyrazol-3-yl)-1-methyl-4-oxo-4,5-dihydro-1H-pyrrolo[3,2-e]pyridin-3-yl)carbamate CN1N=C(C=C1C)C1C=NC2=C(C1=O)C(=CN2C)NC(OC(C)(C)C)=O